(6S)-6-(4-chloro-2-fluorophenyl)-2-(hydroxymethyl)-2-(methoxymethyl)quinuclidin-3-one ClC1=CC(=C(C=C1)[C@@H]1CC2C(C(N1CC2)(COC)CO)=O)F